C(C)(C)(C)C1=CC=C(C=C1)NC1CCC(CC1)NC([C@H]([C@@H](C)O)NC(OC(C)(C)C)=O)=O tert-butyl ((2S,3R)-1-((4-((4-(tert-butyl)phenyl)amino)cyclohexyl)amino)-3-hydroxy-1-oxobutan-2-yl)carbamate